N-(4-((5-aminopyridin-2-yl)carbamoyl)benzyl)-N-cyclopropyl-3-oxo-3,4-dihydro-2H-benzo[b][1,4]oxazine-7-carboxamide NC=1C=CC(=NC1)NC(=O)C1=CC=C(CN(C(=O)C=2C=CC3=C(OCC(N3)=O)C2)C2CC2)C=C1